CN1C2=CC=CC=C2N(C=2C=CC=CC12)C=1C(=C(C(=C(C1N1C=2C=CC=CC2N(C2=CC=CC=C12)C)N1C=2C=CC=CC2N(C2=CC=CC=C12)C)N1C=2C=CC=CC2N(C2=CC=CC=C12)C)C=1OC2=C(N1)C=CC=C2)C=2OC1=C(N2)C=CC=C1 2,2'-(3,4,5,6-tetrakis(10-methylphenazin-5(10H)-yl)-1,2-phenylene)bis(benzo[d]oxazole)